1-(6-(6-chloro-7-(3,5-dimethyl-1H-indazol-4-yl)-8-fluoro-2-(((S)-1-methylpyrrolidin-2-yl)methoxy)quinazolin-4-yl)-2,6-diazaspiro[3.4]octan-2-yl)prop-2-en-1-one ClC=1C=C2C(=NC(=NC2=C(C1C1=C2C(=NNC2=CC=C1C)C)F)OC[C@H]1N(CCC1)C)N1CC2(CN(C2)C(C=C)=O)CC1